C(C)(C)(C)OC(=O)N1C[C@](CC1)(CCC1=CSC(=C1)C)COCC (R)-3-(ethoxymethyl)-3-(2-(5-methylthiophen-3-yl)ethyl)pyrrolidine-1-carboxylic acid tert-butyl ester